2-bromo-4,6-dichlorophenol BrC1=C(C(=CC(=C1)Cl)Cl)O